2-Methyl-4-thiapentalen CC1=CC2=CCSC2=C1